((6-(difluoromethoxy)-2-(2,2',3''-trimethyl-4''-(pyrrolidin-1-ylmethyl)-[1,1':3',1''-terphenyl]-3-yl)benzo[d]oxazol-5-yl)methyl)-L-proline FC(OC1=CC2=C(N=C(O2)C=2C(=C(C=CC2)C2=C(C(=CC=C2)C2=CC(=C(C=C2)CN2CCCC2)C)C)C)C=C1CN1[C@@H](CCC1)C(=O)O)F